4-(2-methyl-5-phenyl-1H-pyrrol-3-yl)benzoic acid methyl ester COC(C1=CC=C(C=C1)C1=C(NC(=C1)C1=CC=CC=C1)C)=O